C(C)(C)(C)OC(C(CC1=CC=C(C=C1)CC(=O)N)(C)C)=O 3-(4-(2-amino-2-oxoethyl)phenyl)-2,2-dimethylpropionic acid tert-butyl ester